NCCCNCC(CCCN)C N-(3-aminopropyl)-2-methyl-1,5-pentanediamine